C(C)(C)(C)OC(=O)N(C1=CC(=NC=2N1N=CC2C(C)C)NC[C@@H]2[C@H](CN(CC2)C(=O)OC(C)(C)C)O)CC=2SC1=NC=CC=C1N2 tert-butyl (3R,4R)-4-(((7-((tert-butoxycarbonyl) (thiazolo[5,4-b]pyridin-2-ylmethyl) amino)-3-isopropylpyrazolo[1,5-a]pyrimidin-5-yl) amino) methyl)-3-hydroxypiperidine-1-carboxylate